BrCC=1C=C(C=CC1)C1=C(C=C(C=C1)C(=O)N)C 3'-(bromomethyl)-2-methyl-[1,1'-biphenyl]-4-carboxamide